terbium(III) carbonate C([O-])([O-])=O.[Tb+3].C([O-])([O-])=O.C([O-])([O-])=O.[Tb+3]